C(C1CO1)OC1=CC=CC=C1 phenyl glycidyl ether